ClC1=CC=C2CCN(C2=C1)C1=NC=NC2=CC=C(C=C12)C=1C=CC(=NC1)O 5-(4-(6-chloroindolin-1-yl)quinazolin-6-yl)pyridin-2-ol